N1=CNC2NC=NC2=C1 3,4-dihydro-9H-purin